NC=1SC2=C(N1)C=CC(=C2)C(=O)OCC ethyl 2-aminobenzo[d]thiazole-6-carboxylate